(R)-3-methoxy-4-(4-((1-methylpiperidin-3-yl)amino)-5,6,7,8-tetrahydrophthalazin-1-yl)benzonitrile COC=1C=C(C#N)C=CC1C1=NN=C(C=2CCCCC12)N[C@H]1CN(CCC1)C